1-chloronaphthalen-2-yl (3S)-3-{[4-(aminomethyl)-3-methoxybenzyl]carbamoyl}-4-(N6,N6-dimethyl-D-lysyl)piperazine-1-carboxylate NCC1=C(C=C(CNC(=O)[C@@H]2CN(CCN2C([C@H](N)CCCCN(C)C)=O)C(=O)OC2=C(C3=CC=CC=C3C=C2)Cl)C=C1)OC